C(=O)NNC(=O)C1(CN(C1)C(=O)OC(C)(C)C)C tert-butyl 3-(2-formylhydrazine-1-carbonyl)-3-methylazetidine-1-carboxylate